4-Phenyl-thiophene-3-carboxylic acid methyl ester COC(=O)C1=CSC=C1C1=CC=CC=C1